COC1=CC=2N=CN=C(C2N=C1OC(C)C=1N=COC1)C=1C(=NN(C1)C)C1=CC=CC=C1 4-(1-((7-Methoxy-4-(1-methyl-3-phenyl-1H-pyrazol-4-yl)pyrido[3,2-d]pyrimidin-6-yl)oxy)ethyl)oxazole